Cyclopropyl(2-(5-(3,5-difluorobenzyl)-1H-indazol-3-yl)-4,6-dihydropyrrolo[3,4-d]imidazole-5(1H)-yl)methanone C1(CC1)C(=O)N1CC=2NC(=NC2C1)C1=NNC2=CC=C(C=C12)CC1=CC(=CC(=C1)F)F